The molecule is a 3beta-sterol formed from lanosterol by reduction across the C-24-C-25 double bond. It has a role as a human metabolite and a mouse metabolite. It is a 3beta-sterol and a tetracyclic triterpenoid. It derives from a lanosterol. C[C@H](CCCC(C)C)[C@H]1CC[C@@]2([C@@]1(CCC3=C2CC[C@@H]4[C@@]3(CC[C@@H](C4(C)C)O)C)C)C